BrC1=CC(N(C=N1)C)=O 6-bromo-3-methyl-pyrimidin-4(3H)-one